ClC1=C(C=CC=C1)CC(=O)NC1=CC(=C2CCN(CC2=C1)C1COC1)S(N)(=O)=O 2-(2-chlorophenyl)-N-(2-(oxetan-3-yl)-5-sulfamoyl-1,2,3,4-tetrahydroisoquinolin-7-yl)acetamide